ethyl (8S)-8-(2-chloro-5-fluorophenyl)-5-(chloromethyl)-1-(3-fluoro-5-(trifluoromethyl)benzamido)-6-oxo-5,6,7,8-tetrahydroimidazo[1,5-a]pyrazine-3-carboxylate ClC1=C(C=C(C=C1)F)[C@H]1C=2N(C(C(N1)=O)CCl)C(=NC2NC(C2=CC(=CC(=C2)C(F)(F)F)F)=O)C(=O)OCC